N1=C(C=CC=C1)C(C)(C1=NC=CC=C1)N1C=CC2=C(C=C(C=C12)C1=CN(C=2C(NC=CC21)=O)C)NC(C(C)C)=O N-(1-(1,1-di(pyridin-2-yl)ethyl)-6-(1-methyl-7-oxo-6,7-dihydro-1H-pyrrolo[2,3-c]pyridin-3-yl)-1H-indol-4-yl)isobutyramide